C(C)(C)(C)OC(=O)N1CC2=CC=CC=C2CC1C=O 3-formyl-3,4-dihydroisoquinoline-2(1H)-carboxylic acid tert-butyl ester